4-cyclohexylethane-sulfamic acid C1CCC(CC1)C(C)NS(=O)(=O)O